C(CCCCCCCCCCC=CCCC)=O 12-hexadecen-aldehyde